C(#N)C1N(CC2=CC=CC=C12)C(=O)[O-] 1-cyanoisoindoline-2-carboxylate